FC1=C(C=CC(=C1)F)C1=C(C=CN1)OC 5-(2,4-difluorophenyl)-4-methoxy-1H-pyrrole